(2S,3R)-3-[(cyclopropanesulfonyl)amino]-2-[(2,3'-difluoro[1,1'-biphenyl]-3-yl)methyl]-4,4-difluoro-N,N-dimethylpyrrolidine-1-carboxamide C1(CC1)S(=O)(=O)N[C@@H]1[C@@H](N(CC1(F)F)C(=O)N(C)C)CC=1C(=C(C=CC1)C1=CC(=CC=C1)F)F